(E)-2-methyl-5-(2-nitrovinyl)pyridine tert-butyl-(2R,3R)-3-((4-methoxybenzyl)oxy)-3-methyl-2-vinylpiperidine-1-carboxylate C(C)(C)(C)OC(=O)N1[C@@H]([C@](CCC1)(C)OCC1=CC=C(C=C1)OC)C=C.CC1=NC=C(C=C1)\C=C\[N+](=O)[O-]